2-(trimethylsilyl)ethyl 2-bromo-6,7-dihydrothiazolo[4,5-c]pyridine-5(4H)-carboxylate BrC=1SC2=C(CN(CC2)C(=O)OCC[Si](C)(C)C)N1